(2S)-4-(2-chloro-6-((5-chloro-1-(methoxycarbonyl)-1,2,3,4-tetrahydronaphthalen-1-yl)methyl)-5-nitropyrimidin-4-yl)-2-(cyanomethyl)piperazine-1-carboxylic acid tert-butyl ester C(C)(C)(C)OC(=O)N1[C@H](CN(CC1)C1=NC(=NC(=C1[N+](=O)[O-])CC1(CCCC2=C(C=CC=C12)Cl)C(=O)OC)Cl)CC#N